N1(N=CN=C1)CCN1N=CC=C1 1-(2-[1,2,4]Triazol-1-yl-ethyl)-1H-pyrazol